ClC=1C(=CC(=C(C1)NC(=O)N1C2CCC1CC1=NC(=CC=C12)F)F)C(F)(F)F N-(5-chloro-2-fluoro-4-(trifluoromethyl)phenyl)-2-fluoro-6,7,8,9-tetrahydro-5H-5,8-epiminocyclohepta[b]pyridine-10-carboxamide